NC(C(=O)O)CCCO 2-AMINO-5-HYDROXYVALERIC ACID